CCCCCCCCCCCCC(=O)O[C@H](COC(=O)CCCCCCC/C=C\CCCCCCCCC)COP(=O)([O-])OCC[N+](C)(C)C 1-(9Z-nonadecenoyl)-2-tridecanoyl-glycero-3-phosphocholine